C(C)(C)(C)C1=CC(=CC2=CC=CC=C12)C1=CC2=C(N=N1)C1=C(S2)C(=CC=C1)Cl 3-(4-(tert-butyl)naphthalen-2-yl)-6-chlorobenzo[4,5]thieno[3,2-c]pyridazine